FC=1C=C(C=CC1C(F)(F)F)[C@H](NC(=O)C1=CNC(C=C1)=O)C1=NC=CC=C1F (S)-N-((3-fluoro-4-(trifluoromethyl)phenyl)(3-fluoropyridin-2-yl)methyl)-6-oxo-1,6-dihydropyridine-3-carboxamide